ClC(C)C1=C2C(=NC=C1F)NC=C2 4-(1-chloroethyl)-5-fluoro-1H-pyrrolo[2,3-b]pyridine